F[C@H]1C[C@H](N2N=C(N=C21)S(=O)(=O)[C@@H]2C(CC2)(F)F)C2=CC=CC=C2 (5S,7S)-7-fluoro-5-phenyl-2-[(1S)-2,2-difluorocyclobutyl]sulfonyl-6,7-dihydro-5H-pyrrolo[1,2-b][1,2,4]triazole